C(C)(C)(C)OC(=O)N1CC(C1)N(C=1C=CC(=C(C(=O)O)C1)C)C 5-((1-(tert-butoxycarbonyl)azetidin-3-yl)(methyl)amino)-2-methylbenzoic acid